9,9',9'',9'''-(3-(2,6-diphenylpyridin-4-yl)-6-(pyridin-3-yl)benzene-1,2,4,5-tetrayl)tetrakis(3,6-dimethyl-9H-carbazole) C1(=CC=CC=C1)C1=NC(=CC(=C1)C=1C(=C(C(=C(C1N1C2=CC=C(C=C2C=2C=C(C=CC12)C)C)N1C2=CC=C(C=C2C=2C=C(C=CC12)C)C)C=1C=NC=CC1)N1C2=CC=C(C=C2C=2C=C(C=CC12)C)C)N1C2=CC=C(C=C2C=2C=C(C=CC12)C)C)C1=CC=CC=C1